(3R)-3-hydroxybutyrate O[C@@H](CC(=O)[O-])C